1-(5-chloro-2-(piperazin-1-yl)pyrimidin-4-yl)-N-(2-(imidazo[1,2-a]pyridin-3-yl)propan-2-yl)-N-methylazetidine-3-carboxamide ClC=1C(=NC(=NC1)N1CCNCC1)N1CC(C1)C(=O)N(C)C(C)(C)C1=CN=C2N1C=CC=C2